O=C1C=C(OC2=C1C=CC=C2)CCO 4-oxo-4H-1-benzopyran-2-ethanol